C(C)(C)(C)N1N=C(C=C1NC1=CC=CC=2SCCC21)C2CCC(CC2)O[Si](C2=CC=CC=C2)(C2=CC=CC=C2)C(C)(C)C 4-((1-(tert-butyl)-3-((1s,4s)-4-((tert-butyldiphenylsilyl)oxy)cyclohexyl)-1H-pyrazol-5-yl)amino)-2,3-dihydrobenzo[b]thiophene